2-methyl-3-(4-tert-butyl-phenyl)propanal CC(C=O)CC1=CC=C(C=C1)C(C)(C)C